TetramesitylVanadium (IV) C1(=C(C(=CC(=C1)C)C)[V](C1=C(C=C(C=C1C)C)C)(C1=C(C=C(C=C1C)C)C)C1=C(C=C(C=C1C)C)C)C